ClC1=NC=2CCC(C(C2C=C1)=O)C 2-chloro-6-methyl-7,8-dihydro-6H-quinolin-5-one